O1CCN(CC1)C=1C(C2=CC=CC=C2C(C1[Se]C1=CC=C(C=C1)Br)=O)=O 2-morpholino-3-(4-bromophenylseleno)1,4-naphthoquinone